(difluoro(2-(((3S,6S,10aR,Z)-3-(methyl(phenyl)carbamoyl)-5-oxo-1,2,3,5,6,7,10,10a-octahydropyrrolo[1,2-a]azocin-6-yl)carbamoyl)-1H-indol-5-yl)methyl)phosphonic acid FC(C=1C=C2C=C(NC2=CC1)C(N[C@H]1C\C=C/C[C@@H]2N(C1=O)[C@@H](CC2)C(N(C2=CC=CC=C2)C)=O)=O)(F)P(O)(O)=O